C(C)C1=CC(=NC=C1)C(=O)[C@@]12CC3=C(C=C2CCN(C1)S(=O)(=O)C1=NC(=CC=C1)C(F)(F)F)N(N=C3)C3=CC=C(C=C3)F (R)-(4-ethylpyridin-2-yl)(1-(4-fluorophenyl)-6-((6-(trifluoromethyl)pyridin-2-yl)sulfonyl)-4,4a,5,6,7,8-hexahydro-1H-pyrazolo[3,4-g]isoquinolin-4a-yl)methanone